4-Acetaminobenzoic acid N(C(=O)C)C1=CC=C(C(=O)O)C=C1